1-(trans-4-((5-cyanopyridin-2-yl)amino)cyclohexyl)-1-(4-(1-methyl-1H-pyrazol-4-yl)phenyl)-3-(pyridin-2-ylmethyl)urea C(#N)C=1C=CC(=NC1)N[C@@H]1CC[C@H](CC1)N(C(=O)NCC1=NC=CC=C1)C1=CC=C(C=C1)C=1C=NN(C1)C